FC(C1=CC=C(OCC2CCCCC2C(=O)[O-])C=C1)(F)F 6-((4-(trifluoromethyl)phenoxy)methyl)cyclohexane-1-carboxylate